CC1=C(N=CO1)C1=NC2=C(N1CC=1C=NC=CC1)C=CC=C2 5-methyl-4-[1-(pyridin-3-ylmethyl)benzoimidazol-2-yl]oxazole